2-butyl-imidazolebutanesulfonic acid C(CCC)C1(N=CC=N1)CCCCS(=O)(=O)O